C(C)N(C=1C=CC2=C(C3=C(O2)C=C(C=C3)S(=O)(=O)N[C@H](C(=O)O)C(C)C)C1)C(=O)OC (S)-2-(8-(ethyl(methoxycarbonyl)amino)dibenzo[b,d]furan-3-sulfonamido)-3-methyl-butanoic acid